C(N1N=CC2=CC(=CC=C12)[N+](=O)[O-])([2H])([2H])[2H] 1-(Methyl-d3)-5-nitro-1H-indazole